tert-butyl (S,E)-2-((3-(2-((bis(2-methoxyethyl)carbamoyl)oxy)-7-(dimethylamino)-7-oxohept-5-enamido)-2-oxopyridin-1(2H)-yl)methyl)-5-fluoro-1H-indole-1-carboxylate COCCN(C(=O)O[C@H](C(=O)NC=1C(N(C=CC1)CC=1N(C2=CC=C(C=C2C1)F)C(=O)OC(C)(C)C)=O)CC\C=C\C(=O)N(C)C)CCOC